OC1(CC(C1)NC=1C(N(C(=NN1)C1=C(C=C(C=C1)C(F)(F)F)O)C)=O)C 6-(((1S,3S)-3-Hydroxy-3-methyl-cyclobutyl)amino)-3-(2-hydroxy-4-(trifluoromethyl)-phenyl)-4-methyl-1,2,4-triazin-5(4H)-one